C1(=CC=CC=C1)[C@@H](C(=O)ONC(OCC(Cl)(Cl)Cl)=O)C 2,2,2-Trichloroethyl (S)-((2-phenylpropanoyl)oxy)carbamate